1-ethyl-3-(((trifluoromethyl)sulfonyl)oxy)-1H-pyrazole-5-carboxylic acid methyl ester COC(=O)C1=CC(=NN1CC)OS(=O)(=O)C(F)(F)F